7-(8-Ethyl-3-hydroxynaphthalen-1-yl)-8-fluoro-2-(((2R,7aS)-2-fluorotetrahydro-1H-pyrrolizin-7a(5H)-yl)methoxy)-4-(1,4-oxazepan-4-yl)quinazoline-6-carbonitrile C(C)C=1C=CC=C2C=C(C=C(C12)C1=C(C=C2C(=NC(=NC2=C1F)OC[C@]12CCCN2C[C@@H](C1)F)N1CCOCCC1)C#N)O